C(C)(C)(C)OC(=O)N(CC(CC)C)C[C@@H]1N(C2=CC(=C(C(=C2C1)F)N1S(NC(C1)=O)(=O)=O)O)C(=O)OC(C)(C)C tert-butyl (2R)-2-{[(tert-butoxycarbonyl)(2-methylbutyl)amino]methyl}-4-fluoro-6-hydroxy-5-(1,1,4-trioxo-1λ6,2,5-thiadiazolidin-2-yl)-2,3-dihydro-1H-indole-1-carboxylate